C1=C(C=C2C=CC3=CC=CC4=CC=C1C2=C34)OB(O)O pyrene-2-yl-boric acid